tin copper lead zinc [Zn].[Pb].[Cu].[Sn]